p-chloro-6-(trichloromethyl)-pyridine ClC1=CC=NC(=C1)C(Cl)(Cl)Cl